3-(4-hydroxy-3-methoxyphenyl)prop-2-enal OC1=C(C=C(C=C1)C=CC=O)OC